FC1=C(C=CC(=C1)OC1=CC=CC=C1)C1=NC=C2N1C(=NC=C2)N 3-(2-fluoro-4-phenoxyphenyl)imidazo[1,5-c]pyrimidin-5-amine